4-[4-(6-chloro-5-fluoro-indolin-1-yl)quinazolin-6-yl]-7-methyl-5,6-dihydrocyclopenta[c]pyridin-7-ol ClC1=C(C=C2CCN(C2=C1)C1=NC=NC2=CC=C(C=C12)C=1C2=C(C=NC1)C(CC2)(O)C)F